(2S)-N-[(S)-(4-cyclopropyl-3-fluorophenyl)(phenyl)methyl]-1-(2-acetamidoacetyl)pyrrolidine-2-carboxamide C1(CC1)C1=C(C=C(C=C1)[C@@H](NC(=O)[C@H]1N(CCC1)C(CNC(C)=O)=O)C1=CC=CC=C1)F